benzacridone C1=CC=CC=2C=CC3=NC4=CC(CC=C4C=C3C21)=O